CN(C1CC2(C3=CC(=CC=C13)B(O)O)CC2)C (3'-(dimethylamino)-2',3'-dihydrospiro[cyclopropan-1,1'-indene]-6'-yl)boronic acid